(1S,2R,3S)-3-amino-2-(3-bromo-5-chloro-7-((thiophen-2-ylmethyl)amino)thieno[3,2-b]pyridin-2-yl)cyclohexan-1-ol N[C@@H]1[C@H]([C@H](CCC1)O)C1=C(C2=NC(=CC(=C2S1)NCC=1SC=CC1)Cl)Br